BrC=1C=C(C=CC1F)N(C(CC(=O)O)=O)C1=C(C=CC=C1C)C(C)C 3-((3-bromo-4-fluorophenyl)(2-isopropyl-6-methylphenyl)amino)-3-oxopropionic acid